ClC1([C@H]([C@@H]1C1=CC(=CC(=C1)Cl)Cl)C(=O)NC1=CC(=C(C=C1)Cl)C(=O)NNC(N)=S)Cl Trans-2,2-dichloro-N-(4-chloro-3-(2-(thiocarbamoyl)hydrazine-1-carbonyl)phenyl)-3-(3,5-dichlorophenyl)cyclopropane-1-carboxamide